(R)-N-(2-amino-3-(2-aminoethoxy)propyl)-3-cyclohexyl-5-fluoro-1H-indole-2-carboxamide hydrogen chloride salt Cl.N[C@H](CNC(=O)C=1NC2=CC=C(C=C2C1C1CCCCC1)F)COCCN